tert-butyl ((R)-3-methoxy-1-(((R)-4-(3-methoxyphenyl)-1-(4,4,5,5-tetramethyl-1,3,2-dioxaborolan-2-yl)butyl)amino)-1-oxopropan-2-yl)carbamate COC[C@H](C(=O)N[C@@H](CCCC1=CC(=CC=C1)OC)B1OC(C(O1)(C)C)(C)C)NC(OC(C)(C)C)=O